N-phenyl-carbamic acid ethyl ester C(C)OC(NC1=CC=CC=C1)=O